divinyl glycol C=CC(C(C=C)O)O